FC=1C=C(C#N)C=C(C1N1N=C2C(=CC1=O)NN=C2C2=CC=C(C=C2)N2CCN(CC2)C)OC 3-fluoro-5-methoxy-4-(3-(4-(4-methylpiperazin-1-yl)phenyl)-6-oxo-1H-pyrazolo[4,3-c]pyridazin-5(6H)-yl)benzonitrile